N1=CC=CC=2CC=C(C12)O 5H-[1]pyrindin-7-ol